(4-((2-oxopyrrolidin-1-yl)methyl)benzyl)-1,3-dihydro-2H-benzo[d]imidazol-2-one O=C1N(CCC1)CC1=CC=C(CN2C(NC3=C2C=CC=C3)=O)C=C1